2-(2,6-Diazaspiro[3.3]heptan-2-ylmethyl)-N-methyl-benzamide C1N(CC12CNC2)CC2=C(C(=O)NC)C=CC=C2